COC(=O)C1=C(C(=NN1C)C1=NC=C(C=C1[N+](=O)[O-])C1=C(N=NN1C)C)I 3-(5-(1,4-dimethyl-1H-1,2,3-triazol-5-yl)-3-nitropyridin-2-yl)-4-iodo-1-methyl-1H-pyrazole-5-carboxylic acid methyl ester